COC=1C(=CC2=CN(N=C2C1)C1CCC(CC1)N(C(OC(C)(C)C)=O)C)C(NC=1C=NN2C=NC=CC21)=O tert-Butyl 4-(6-methoxy-5-(pyrazolo[1,5-c]pyrimidin-3-ylcarbamoyl)-2H-indazol-2-yl)cyclohexyl(methyl)carbamate